C(C)(C)C1=C(C=CC=C1)[C@H]1NCCC1 (S)-2-(2-isopropylphenyl)pyrrolidin